ClC1=NC=CC2=CC(=C(C=C12)OCCOCC(=O)O)C#N 2-(2-((1-chloro-6-cyanoisoquinolin-7-yl)oxy)ethoxy)acetic acid